2-methoxyethyl 8-((6-(3-fluorophenyl)pyridin-3-yl)sulfonyl)-1-(hydroxycarbamoyl)-3,8-diazabicyclo[3.2.1]octane-3-carboxylate FC=1C=C(C=CC1)C1=CC=C(C=N1)S(=O)(=O)N1C2(CN(CC1CC2)C(=O)OCCOC)C(NO)=O